azetidinecarboxylic acid C1CNC1C(=O)O